C(CCCCCCCCCCCCCCCC)OC(CNC1=C(C=CC=C1)NCC(C)(OCCCCCCCCCCCCCCCCC)O)(C)O bis((2-heptadecyloxy-2-hydroxy-propyl)amino)benzene